(S)-2-((4-(3-((4-cyano-2-fluorobenzyl)oxy)-1H-pyrazol-1-yl)piperidin-1-yl)methyl)-1-(oxetan-2-ylmethyl)-1H-benzo[d]imidazole-6-carboxylic acid methyl ester COC(=O)C=1C=CC2=C(N(C(=N2)CN2CCC(CC2)N2N=C(C=C2)OCC2=C(C=C(C=C2)C#N)F)C[C@H]2OCC2)C1